OC1(CCC(CC1)NC(OC(C)(C)C)=O)CSC Tert-butyl [cis-4-hydroxy-4-[(methylthio)methyl]cyclohexyl]carbamate